CC1=C(C(=CC=C1)C)B(O)O 2,6-dimethylbenzeneboronic acid